6-[(2S)-1-methoxypropan-2-yl]-2-(propan-2-yl)-6,7-dihydro-4H-pyrazolo[1,5-a]pyrrolo[3,4-d]pyrimidine COC[C@H](C)N1C=C2NC=3N(C=C2C1)N=C(C3)C(C)C